methyl 3-hydroxy-2-(l-m-ethyl-4-(4-(trifluoromethoxy)phenyl)-1H-benzo[d]imidazole-6-carboxamido)propanoate OCC(C(=O)OC)NC(=O)C=1C=C(C2=C(NC=N2)C1)C1=CC(=C(C=C1)OC(F)(F)F)CC